C1(=CC=CC=C1)OC(OC1=CC=CC=C1)=O diphenylcarbonate